phenylhydroxyheptynoic acid C1(=CC=CC=C1)C(C#CC(=O)O)(CCC)O